N-[4-(Trifluoromethyl)tetrahydropyran-4-yl]benzohydrazide FC(C1(CCOCC1)N(N)C(C1=CC=CC=C1)=O)(F)F